9-methyl-3,9-diazaspiro[5.5]undecane CN1CCC2(CCNCC2)CC1